CC1=CC=C(C=C1)C=1[CH-]C=CC1.[CH-]1C=CC=C1.[Fe+2] 2-[4-methylphenyl]ferrocene